CC12N=CN=C1N=CN=C2 5-methyl-purine